C(C1=CC=CC=C1)OC(=O)N1CCN(CC1)CC1(CCN(CC1)CC1CCN(CC1)C1=NC=CC(=C1)Br)F 4-[[1-[[1-(4-bromo-2-pyridinyl)-4-piperidinyl]methyl]-4-fluoro-4-piperidinyl]methyl]piperazine-1-carboxylic acid benzyl ester